The molecule is a pentacyclic triterpenoid that is oleanane containing a double bond between positions 12 and 13 and substituted by hydroxy groups at the 3beta, 22beta and 24-positions. It derives from a hydride of an oleanane. C[C@]12CC[C@@H]([C@]([C@@H]1CC[C@@]3([C@@H]2CC=C4[C@]3(CC[C@@]5([C@H]4CC(C[C@H]5O)(C)C)C)C)C)(C)CO)O